1-{7-bromo-4-chloropyrazolo[1,5-a]pyridine-3-carbonyl}-3-(2-methylphenoxymethyl)piperidine BrC1=CC=C(C=2N1N=CC2C(=O)N2CC(CCC2)COC2=C(C=CC=C2)C)Cl